C(CCCCCCCCCCCCC)OC(CNC([O-])=O)COCCCCCCCCCCCCCC N-(2,3-di(tetradecanoxy)propyl)carbamate